O(Cl)Cl.[V+5] vanadium(V) oxychloride